ClC=1C=C(C=C(C1F)Cl)NC(OC1=CC=CC=C1)=O phenyl 3,5-dichloro-4-fluorophenylcarbamate